eicosandioyldiamide C(CCCCCCCCCCCCCCCCCCC(=O)[NH-])(=O)[NH-]